C1CCC2=C(C=CC=C12)C1=C(C=C2C(=N1)C(=NN2)C=2C=CC(=NC2)N2CCN(CC2)C(C)=O)OC 1-(4-(5-(5-(2,3-dihydro-1H-inden-4-yl)-6-methoxy-1H-pyrazolo[4,3-b]pyridin-3-yl)pyridin-2-yl)piperazin-1-yl)ethan-1-one